COC=1C=C(C=CC1OC)C1=NC2=C(N1)C=C(C=C2)C2CCN(CC2)C2CCN(CC2)CC(C)C 2-(3,4-Dimethoxyphenyl)-6-(1'-isobutyl-[1,4'-bipiperidin]-4-yl)-1H-benzo[d]imidazol